CP(=O)(C)C1=CN=CC=C1C#N 5-(dimethylphosphoryl)isonicotinnitrile